2-[2-(aminomethyl)-3,3-difluoro-allyl]-7-[2-[6-(dimethylamino)-3-pyridyl]ethynyl]-[1,2,4]triazolo[4,3-a]pyridin-3-one NCC(CN1N=C2N(C=CC(=C2)C#CC=2C=NC(=CC2)N(C)C)C1=O)=C(F)F